7,7,9,9-tetramethyl-1,3,8-triazaspiro[4.5]decane CC1(CC2(CNCN2)CC(N1)(C)C)C